1-[(2-cyano-2-methylideneethyl)amino]-7-(pyridin-3-yl)naphthalene-2-carboxamide C(#N)C(CNC1=C(C=CC2=CC=C(C=C12)C=1C=NC=CC1)C(=O)N)=C